N-[(2S)-5-[[(1R,2S)-2-(4-Fluorophenyl)cyclopropyl]amino]-1-(4-methylpiperazin-1-yl)-1-oxopentan-2-yl]-4-(1H-1,2,3,4-tetrazol-5-yl)benzamide FC1=CC=C(C=C1)[C@H]1[C@@H](C1)NCCC[C@@H](C(=O)N1CCN(CC1)C)NC(C1=CC=C(C=C1)C1=NN=NN1)=O